4-[3-(2-bromopyridin-4-yl)-1H-1,2,4-triazol-5-yl]-N,N-dimethylaniline BrC1=NC=CC(=C1)C1=NNC(=N1)C1=CC=C(N(C)C)C=C1